2-(2,6-dioxopiperidin-3-yl)-5-(((1S,2S)-2-(3-ethoxyazetidin-1-yl)cyclopentyl)(methyl)amino)isoindoline-1,3-dione O=C1NC(CCC1N1C(C2=CC=C(C=C2C1=O)N(C)[C@@H]1[C@H](CCC1)N1CC(C1)OCC)=O)=O